N1=C(C=CC=C1)CN(C)C1(CN(CCN(C1)CC1=NC=CC=C1)CC1=NC=CC=C1)C 6-{N-(pyridin-2-ylmethyl)-N-methylamino}-1,4-bis(pyridin-2-ylmethyl)-6-methyl-1,4-diazepane